C1(CCCCC1)NC1=CC=NC2=CC=CC=C12 N-cyclohexylquinolin-4-amine